(R and S)-2-((3-azabicyclo[3.1.0]hexan-1-yl)methyl)-6-(2-(ethoxymethoxy)-6-methyl-4-(trifluoromethyl)phenyl)-2H-pyrazolo[3,4-b]pyridine [C@@]12(CNCC2C1)CN1N=C2N=C(C=CC2=C1)C1=C(C=C(C=C1C)C(F)(F)F)OCOCC |r|